1-vinyl-3-ethylhydroxyimidazolium bromide [Br-].C(=C)N1C(=[N+](C=C1)CC)O